7-dimethylamino-1-methyl-4-methoxy-8-azaquinolone CN(C1=CC=C2C(=CC(N(C2=N1)C)=O)OC)C